ClCC(=O)NC1=C(C=CC=C1)[C@H]1C2=C(N(C([C@@H]1NC(C1=CC(=CC=C1)C(F)(F)F)=O)=O)CC)N(N=C2C)C2=CC=CC=C2 N-((4S,5R)-4-(2-(2-chloroacetamido)phenyl)-7-ethyl-3-methyl-6-oxo-1-phenyl-4,5,6,7-tetrahydro-1H-pyrazolo[3,4-b]pyridin-5-yl)-3-(trifluoromethyl)benzamide